C(CC)OCCCO Trimethylene Glycol Monopropyl Ether